methyl 2-(1,3-benzothiazol-5-yl)acetate S1C=NC2=C1C=CC(=C2)CC(=O)OC